CC=1C2=C(NC(N1)=O)C=CC=N2 methyl-pyrido[3,2-d]pyrimidin-2-one